[OH-].C(=CCC)CCC[NH3+] 3-butenylpropylammonium hydroxide